N-phenylpropionamide C1(=CC=CC=C1)NC(CC)=O